3-(4-((2-(2-(2-(2-(4-((2-(2-(Benzyloxy)-4,6-dihydroxy-3-methylbenzoyl)isoindolin-5-yl)methyl)piperazin-1-yl)ethoxy)ethoxy)ethoxy)ethyl)amino)-1-oxoisoindolin-2-yl)piperidine-2,6-dione C(C1=CC=CC=C1)OC1=C(C(=O)N2CC3=CC=C(C=C3C2)CN2CCN(CC2)CCOCCOCCOCCNC2=C3CN(C(C3=CC=C2)=O)C2C(NC(CC2)=O)=O)C(=CC(=C1C)O)O